5-[3-[3-amino-6-(2-hydroxyphenyl)pyridazin-4-yl]-3,8-diazabicyclo[3.2.1]octan-8-yl]pyridine-2-carboxylic acid NC=1N=NC(=CC1N1CC2CCC(C1)N2C=2C=CC(=NC2)C(=O)O)C2=C(C=CC=C2)O